OCC(CCCCCC)=O alpha-hydroxyoctanone